tert-Butyl 4-(((6-methoxy-2-(2-methoxyimidazo[2,1-b][1,3,4]thiadiazol-6-yl)benzofuran-4-yl)oxy)methyl)indoline-1-carboxylate COC1=CC2=C(C=C(O2)C=2N=C3SC(=NN3C2)OC)C(=C1)OCC1=C2CCN(C2=CC=C1)C(=O)OC(C)(C)C